3-[5-benzyloxy-1-(4-fluoro-3-methyl-phenyl)-2-isopropyl-indol-3-yl]cyclobutanecarbonitrile C(C1=CC=CC=C1)OC=1C=C2C(=C(N(C2=CC1)C1=CC(=C(C=C1)F)C)C(C)C)C1CC(C1)C#N